5'-(benzyloxy)-1',3'-dimethyl-4,5-dihydro-1'H,2H,3'H-spiro[furan-3,2'-pyrido[2,1-f][1,2,4]triazine]-4',6'-dione C(C1=CC=CC=C1)OC=1C(C=CN2N(C3(N(C(C21)=O)C)COCC3)C)=O